(3-(3-(4-chlorophenyl)ureido)-2-oxopiperidin-1-yl)-[1,1'-biphenyl]-2-carboxamide ClC1=CC=C(C=C1)NC(NC1C(N(CCC1)C1=C(C(=CC=C1)C1=CC=CC=C1)C(=O)N)=O)=O